C(#N)N1CC(CC1)CNC(=O)C=1N=C2N(C=C(C=C2)C=2C=NN(C2)C)C1 N-((1-Cyanopyrrolidin-3-yl)methyl)-6-(1-methyl-1H-pyrazol-4-yl)imidazo[1,2-a]pyridin-2-carboxamid